Ethyl 3-(4-(benzyloxy)pyrimidin-5-yl)-4-nitrobenzoate C(C1=CC=CC=C1)OC1=NC=NC=C1C=1C=C(C(=O)OCC)C=CC1[N+](=O)[O-]